CC(CS(=O)(=O)O)C 2-methyl-1-propane-sulphonic acid